5,7-dihydroxyl-6,8-dimethoxy-2-(4-methoxyphenyl)chromen-4-one OC1=C2C(C=C(OC2=C(C(=C1OC)O)OC)C1=CC=C(C=C1)OC)=O